FC=1C=C2C(C(N(C2=CC1)C=1C=C(C=NC1)CC1=NNC(C2=CC=CC=C12)=O)=O)(C)O (-)-4-((5-(5-Fluoro-3-hydroxy-3-methyl-2-oxoindolin-1-yl)pyridin-3-yl)methyl)phthalazin-1(2H)-one